6λ2-azabicyclo[3.1.1]heptane C12CCCC([N]1)C2